OC=1C=CC2=CN(N=C2C1)[C@@H](C(=O)NC=1SC=CN1)C1=CC=CC=C1 |r| (2RS)-2-(6-hydroxyindazol-2-yl)-2-phenyl-N-thiazol-2-yl-acetamide